[Br-].C(C)OC(C(C)(C)[Zn+])=O (1-ethoxy-2-methyl-1-oxopropane-2-yl)zinc bromide